4,5-epoxy-1-pentanol C(CCC1CO1)O